COC(=O)C1C2C(CC(C1)C2)=O exo-methyl-6-oxobicyclo[2.2.1]heptane-2-carboxylate